ClC1=NC=CC(=C1OC)CC(=O)OC methyl 2-(2-chloro-3-methoxypyridin-4-yl)acetate